ClC1=C2CN(C(C2=CC(=C1)CNC1(CCC1)C)=O)C1=CC(=CC=C1)C(C1=CC=CC=C1)C1=NN=CN1C 4-chloro-2-(3-((4-methyl-4H-1,2,4-triazol-3-yl)(phenyl)methyl)phenyl)-6-(((1-methylcyclobutyl)amino)methyl)-isoindolin-1-one